4-(Boc-Aminomethyl)-Piperidin C(=O)(OC(C)(C)C)C(C1CCNCC1)N